N1(CCC1)C1CCN(CC1)C=1C(=CC2=C(C(C=3NC4=CC(=CC=C4C3C2=O)C#C[Si](C)(C)C)(C)C)C1)CC 8-(4-(azetidin-1-yl)piperidin-1-yl)-9-Ethyl-6,6-dimethyl-3-((trimethylsilyl)ethynyl)-5,6-dihydro-11H-benzo[b]carbazol-11-one